(+/-)-Ethyl 7-(methylcarbamoyl)-3-phenyl-2,3-dihydrobenzofuran-5-carboxylate CNC(=O)C1=CC(=CC=2[C@H](COC21)C2=CC=CC=C2)C(=O)OCC |r|